C(C)OC(=O)C=1N=C(SC1CCCI)N(C=1N=NC(=C(C1)C)\N=C\1/SC2=C(N1COCC[Si](C)(C)C)C=CC=C2)C 5-(3-iodopropyl)-2-[methyl-[5-methyl-6-[(Z)-[3-(2-trimethylsilyl-ethoxymethyl)-1,3-benzothiazol-2-ylidene]amino]pyridazin-3-yl]amino]thiazole-4-carboxylic acid ethyl ester